[rel-(1R,2S,5S)-6-benzyl-3-oxa-6-azabicyclo[3.1.1]heptan-2-yl]methanol C(C1=CC=CC=C1)N1[C@@H]2CO[C@@H]([C@H]1C2)CO |o1:8,11,12|